tert-butyl (S)-3-((5-(4-(((S)-1-(tert-butoxycarbonyl) pyrrolidin-3-yl) oxy)-3-cyclohexylbenzamido)-4'-fluoro-[1,1'-bi-phenyl]-2-yl)oxy)pyrrolidine-1-carboxylate C(C)(C)(C)OC(=O)N1C[C@H](CC1)OC1=C(C=C(C(=O)NC=2C=CC(=C(C2)C2=CC=C(C=C2)F)O[C@@H]2CN(CC2)C(=O)OC(C)(C)C)C=C1)C1CCCCC1